CC=1N=CN(C1)C1=C(C=C(C=C1)NC(N)=O)C(F)(F)F 3-(4-(4-METHYL-1H-IMIDAZOL-1-YL)-3-(TRIFLUOROMETHYL)PHENYL)UREA